diethyl-2-phenyldiazene-1-carbothioamide C(C)N(C(=S)N=NC1=CC=CC=C1)CC